lithium Butoxycarbonyl-4-(trifluoromethoxy)phenylsulfonamide methyl-4-chloro-5-(2,2,2-trifluoroethyl)pyrimido[5,4-b]indole-8-carboxylate COC(=O)C1=CC=2C3=C(N(C2C=C1)CC(F)(F)F)C(=NC=N3)Cl.C(CCC)OC(=O)NS(=O)(=O)C3=CC=C(C=C3)OC(F)(F)F.[Li]